1-(4-fluorophenyl)-N-[5-[[6-[(1-methyl-4-piperidyl)oxy]-1,7-naphthyridin-4-yl]oxy]-2-pyridyl]-2-oxo-pyridine-3-carboxamide FC1=CC=C(C=C1)N1C(C(=CC=C1)C(=O)NC1=NC=C(C=C1)OC1=CC=NC2=CN=C(C=C12)OC1CCN(CC1)C)=O